ClC1=C(C(=CC=C1)F)OB(O)O 2-chloro-6-fluorophenyl-boric acid